4-Hydroxy-3'-(1H-tetrazol-5-yl)-[1,1'-biphenyl]-3-carbaldehyde OC1=C(C=C(C=C1)C1=CC(=CC=C1)C1=NN=NN1)C=O